N-(4-methylpentyl)decane-1,10-diamine CC(CCCNCCCCCCCCCCN)C